4-[(1s,4r,5r)-5-{[5-cyclopropyl-3-(2,6-dichlorophenyl)-1,2-oxazol-4-yl]methoxy}-3-oxo-2-azabicyclo[2.2.1]heptan-2-yl]-N-[(oxolan-3-yl)methanesulfonyl]benzamide C1(CC1)C1=C(C(=NO1)C1=C(C=CC=C1Cl)Cl)CO[C@H]1[C@@H]2C(N([C@H](C1)C2)C2=CC=C(C(=O)NS(=O)(=O)CC1COCC1)C=C2)=O